Diethyl ((S)-2-(2-(4-chlorophenyl)-2-methylpropanamido)-2-cyclopropylacetyl)-D-glutamate ClC1=CC=C(C=C1)C(C(=O)N[C@H](C(=O)N[C@H](CCC(=O)OCC)C(=O)OCC)C1CC1)(C)C